2-(3-formyl-4-isobutoxy-phenyl)-4-methyl-thiazole C(=O)C=1C=C(C=CC1OCC(C)C)C=1SC=C(N1)C